N-(1-(4-chlorophenyl)-4-(4,5-dihydro-oxazol-2-yl)-1H-pyrazol-5-yl)-4-(trifluoromethyl)benzamide ClC1=CC=C(C=C1)N1N=CC(=C1NC(C1=CC=C(C=C1)C(F)(F)F)=O)C=1OCCN1